(2R,7aS)-7a-ethynyl-2-fluorohexahydro-1H-pyrrolizine C(#C)[C@]12CCCN2C[C@@H](C1)F